6-((1R,5S)-3,8-diazabicyclo[3.2.1]oct-3-yl)-N-(5-methyl-1H-pyrazol-3-yl)-4-(trifluoromethyl)pyridin-2-amine trifluoroacetate FC(C(=O)O)(F)F.[C@H]12CN(C[C@H](CC1)N2)C2=CC(=CC(=N2)NC2=NNC(=C2)C)C(F)(F)F